NC1=C2C(=NC=N1)N(N=C2C2=CC=C(C=C2)OC2=CC=CC=C2)C2CCN(CC2)C2CN(CC2)CC2CCN(CC2)C=2C=C1C(N(C(C1=CC2)=O)C2C(NC(CC2)=O)=O)=O 5-(4-((3-(4-(4-amino-3-(4-phenoxyphenyl)-1H-pyrazolo[3,4-d]pyrimidin-1-yl)piperidin-1-yl)pyrrolidin-1-yl)methyl)piperidin-1-yl)-2-(2,6-dioxopiperidin-3-yl)isoindoline-1,3-dione